2-Oxo-2-[(3,3,3-trifluoro-2-hydroxy-2-methyl-propyl)amino]acetic acid O=C(C(=O)O)NCC(C(F)(F)F)(C)O